C(CCCC)C1CCC(CC1)C=1C(C2=CC3=CC=CC=C3C2=CC1)=O 2-(4-pentylcyclohexyl)fluorenone